2-(4-fluoro-1H-indazol-3-yl)-N-(2-methoxybenzyl)ethan-1-amine dihydrochloride Cl.Cl.FC1=C2C(=NNC2=CC=C1)CCNCC1=C(C=CC=C1)OC